tert-butyl 4-(1,3-dichloro-6,12-dioxo-6,12-dihydroindolo[2,1-b]quinazoline-8-carbonyl)piperazine-1-carboxylate ClC1=C2C(N3C(=NC2=CC(=C1)Cl)C(C1=CC(=CC=C13)C(=O)N1CCN(CC1)C(=O)OC(C)(C)C)=O)=O